C1CC12CC=C(CC2)C2=C(C(=O)O)C=CC=C2 spiro[2.5]oct-5-en-6-ylbenzoic acid